N[C@@H]1C[C@H]([C@H](CC1)O)C |r| rac-(1s,2r,4s)-4-amino-2-methylcyclohexane-1-ol